1-(bromomethyl)-3-chloro-5-(trifluoromethyl)benzene BrCC1=CC(=CC(=C1)C(F)(F)F)Cl